N-(2,6-dichlorobenzoyl)-O-((S)-2-methyl-4-(5,6,7,8-tetrahydro-1,8-naphthyridin-2-yl)butyl)-L-homoserine ClC1=C(C(=O)N[C@@H](CCOC[C@H](CCC2=NC=3NCCCC3C=C2)C)C(=O)O)C(=CC=C1)Cl